3-benzyl-1,3-butadiene C(C1=CC=CC=C1)C(C=C)=C